CC1=C[C@@H]2[C@H](C(OC=3C=C(C=C(C23)O)CC(CCC)C)=C)CC1 (6Ar,10aR)-9-methyl-6-methylidene-3-(2-methylpentyl)-6a,7,8,10a-tetrahydrobenzo[c]chromen-1-ol